5-hydroxy-2-[(4-methoxyphenyl)methyl]-4-(trifluoromethyl)-2,3-dihydropyridazin-3-one OC1=C(C(N(N=C1)CC1=CC=C(C=C1)OC)=O)C(F)(F)F